1,3-propylene glycol stearate palmitate C(CCCCCCCCCCCCCCC)(=O)OCCCOC(CCCCCCCCCCCCCCCCC)=O